OCCOC=1C2=CC=CC=C2C=2C=C(C=CC2C1)C1(C2=C(C=CC=C2C=2C=CC=C(C12)C1=CC2=CC=CC=C2C=C1)C1=CC2=CC=CC=C2C=C1)C=1C=CC=2C=C(C3=CC=CC=C3C2C1)OCCO 9,9-bis[9-(2-hydroxyethoxy)-3-phenanthryl]-1,8-bis(2-naphthyl)fluorene